Cl.Cl.NC=1C(N(C=C(C1)C1CNCCC1(F)F)CC(F)(F)F)=O 3-amino-5-(4,4-difluoropiperidin-3-yl)-1-(2,2,2-trifluoroethyl)pyridin-2(1H)-one dihydrochloride